C(C)NCCC=1C=NC(=CC1)C N-ethyl-2-(6-methylpyridin-3-yl)ethanamine